C(C1=CC=CC=C1)N1C=2C=CC=C(C2C=2C(=CC(=CC12)OC)OCCNS(=O)(=O)C)C(=O)N 9-benzyl-4-(2-methanesulfonamido)ethyloxy-2-methoxycarbazole-5-carboxamide